C(CCCCCCCCCCC)OCCCCCO pentylene glycol monododecyl ether